CC1=CC(=NN1CC1=CC=C(C=C1)C1=NOC(=N1)C(F)(F)F)C(F)(F)F 3-[4-[[5-methyl-3-(trifluoromethyl)pyrazol-1-yl]methyl]phenyl]-5-(trifluoromethyl)-1,2,4-oxadiazole